ethenediol C(=C)(O)O